C(#N)N=C(NCCCN1C=NC=C1C)NC1=CC(=C(C=C1)C)C 2-Cyano(3-(5-methyl-1H-imidazol-1-yl)propyl)-3-(3,4-dimethylphenyl)guanidin